[Si](C1=CC=CC=C1)(C1=CC=CC=C1)(C(C)(C)C)OCC1CC(C1)N1C(CC(C1)C1=C(C(=CC=C1O)Cl)Cl)=S 1-((1s,3s)-3-(((tert-butyldiphenylsilyl)oxy)methyl)cyclobutyl)-4-(2,3-dichloro-6-hydroxyphenyl)pyrrolidine-2-thione